1,3-bis(isoquinolinyl)-5-tert-butylbenzene C1(=NC=CC2=CC=CC=C12)C1=CC(=CC(=C1)C(C)(C)C)C1=NC=CC2=CC=CC=C12